ethyl 2-(4-formylphenoxy)-2-methylpropanoate C(=O)C1=CC=C(OC(C(=O)OCC)(C)C)C=C1